CC=1C(=C(C=C(C1)C(F)(F)F)O)C1=CC2=C(N=N1)N(CC2)C[C@H]2N(CCCC2)C 3-methyl-2-[7-[[(2S)-1-methyl-2-piperidyl]methyl]-5,6-dihydropyrrolo[2,3-c]pyridazin-3-yl]-5-(trifluoromethyl)phenol